2-(2-fluorophenyl)acetonitrile FC1=C(C=CC=C1)CC#N